[O-]S(=O)(=O)C(F)(F)F.C(CCCCCC)[NH+]1CCC(CC1)CCC 1-Heptyl-4-propylpiperidinium triflate